[Na+].NCCNC1=C2C=CC=C(C2=CC=C1)S(=O)(=O)[O-] 5-(2-aminoethylamino)-1-naphthalenesulfonic acid sodium salt